CN(CCC(C)N(C)C)C N,N,N',N'-Tetramethyl-1,3-butandiamin